COC1=C(C=CC(=C1OC)C)O 2,3-dimethoxy-4-methylphenol